N-[6-(2-chloro-5-fluorophenyl)-3-[(difluoromethyl)oxy]-6-hydroxy-2-methyl-8-oxo-7,8-dihydro-6H-pyrrolo[4,3-g]indazol-5-yl]-5-fluoro-3-(trifluoromethyl)benzamide ClC1=C(C=C(C=C1)F)C1(NC(C2=C1C(=CC1=C(N(N=C21)C)OC(F)F)NC(C2=CC(=CC(=C2)F)C(F)(F)F)=O)=O)O